5-butyldihydro-2(3H)furanone C(CCC)C1CCC(O1)=O